COC1=C(N(C2=CC=C(C=C2C1=O)NC(C)=O)C)C1=CC=C(C=C1)OCCCN1CCCCC1 N-(3-methoxy-1-methyl-4-oxo-2-(4-(3-(piperidin-1-yl)propoxy)phenyl)-1,4-dihydroquinolin-6-yl)acetamide